methyl(pyridin-2-yl)((4-((5-(trifluoromethyl)-1,2,4-oxadiazol-3-yl)methyl)phenyl)imino)-λ6-sulfanone CS(=O)(=NC1=CC=C(C=C1)CC1=NOC(=N1)C(F)(F)F)C1=NC=CC=C1